4a-phenylhexahydro-2H-benzo[b][1,4]oxazin-3(4H)-one C1(=CC=CC=C1)C12C(OCC(N1)=O)CCCC2